C(C)(C)(C)OC(=O)N1C(C2=CC=CC=C2CC1)CCC(=O)OC (3-methoxy-3-oxopropyl)-3,4-dihydroisoquinoline-2(1H)-carboxylic acid tert-butyl ester